(2s,3s)-ethyl-3-(2-chlorothiazol-5-yl)-2,3-dihydroxypropionate C(C)OC([C@H]([C@H](O)C1=CN=C(S1)Cl)O)=O